O[C@H]1[C@@H](O)[C@@H](O)[C@@H](O)[C@H](O1)CO beta-D-talose